(1S)-1-(6-(2-methyl-2H-pyrazolo[3,4-b]pyridin-5-yl)-4-(1-methyl-1H-pyrazol-5-yl)thieno[2,3-b]pyridin-2-yl)ethanol CN1N=C2N=CC(=CC2=C1)C1=CC(=C2C(=N1)SC(=C2)[C@H](C)O)C2=CC=NN2C